[4-[(2R)-2-amino-3-hydroxypropyl]-2,3,5,6-tetrafluorophenyl]piperazine-1-carboxylic acid benzyl ester C(C1=CC=CC=C1)OC(=O)N1C(CNCC1)C1=C(C(=C(C(=C1F)F)C[C@H](CO)N)F)F